NC1=CC(=C(C=C1)N1CCN(CC1)[C@@H]1CC[C@H](CC1)N(C(OC(C)(C)C)=O)C)F trans-tert-butyl N-[4-[4-(4-amino-2-fluoro-phenyl)piperazin-1-yl]cyclohexyl]-N-methyl-carbamate